Cl.C(C)SC=1C=C(C=NC1)S(=O)(=O)N1C=C(C=C1C1=C(C=CC=C1)F)C(=O)NC (1-((5-(ethylsulfanyl)pyridin-3-yl)sulfonyl)-5-(2-fluorophenyl)-1H-pyrrol-3-yl)-N-methylcarboxamide hydrochloride